C(#N)C1=C(C(=C(C(=C1F)F)S(=O)(=O)NC1=C(OCCCN(C(OC(C)(C)C)=O)C)C=C(C=C1)C(NC1=CC(=CC=C1)C1=CC2=C(N(C=N2)C)C=C1C(F)(F)F)=O)F)F tert-butyl (3-(2-((4-cyano-2,3,5,6-tetrafluorophenyl)sulfonamido)-5-((3-(1-methyl-6-(trifluoromethyl)-1H-benzo[d]imidazol-5-yl)phenyl)carbamoyl)phenoxy)propyl)(methyl)carbamate